2,4,6-tris(4-trimethylsilylethynyl-phenyl)-1,3,5-triazine C[Si](C)(C)C#CC1=CC=C(C=C1)C1=NC(=NC(=N1)C1=CC=C(C=C1)C#C[Si](C)(C)C)C1=CC=C(C=C1)C#C[Si](C)(C)C